N-(3-(methylthio)-[1,2,4]triazolo[4,3-a]pyridin-6-yl)-2-nitro-4-(trifluoromethyl)benzamide CSC1=NN=C2N1C=C(C=C2)NC(C2=C(C=C(C=C2)C(F)(F)F)[N+](=O)[O-])=O